3-phenyl-1-(3-((9-(pyridin-2-yl)-9H-carbazol-2-yl)oxy)phenyl)-1H-benzo[d]imidazol-3-ium chloride [Cl-].C1(=CC=CC=C1)[N+]1=CN(C2=C1C=CC=C2)C2=CC(=CC=C2)OC2=CC=1N(C3=CC=CC=C3C1C=C2)C2=NC=CC=C2